C1(CC1)CC=1C=CC(=NC1)OC 5-(cyclopropylmethyl)-2-methoxypyridine